C(C)N1N=CC(=C1)C=1C=C(C=CC1)S(=O)(=O)N1CCC2(CC(CO2)NC[C@@H](COC2=CC(=CC=C2)S(=O)(=O)C)O)CC1 (2S)-1-(8-(3-(1-ethyl-1H-pyrazol-4-yl)benzenesulfonyl)-1-oxa-8-azaspiro[4.5]decan-3-ylamino)-3-(3-(methylsulfonyl)phenoxy)propan-2-ol